C[C@]12CC(C[C@](CCC1)(N2)C)OC2=CC=C(N=N2)C2=C(C=C(C=C2)C=2C=NNC2)O 2-(6-(((1R,3s,5S)-1,5-dimethyl-9-azabicyclo[3.3.1]nonan-3-yl)oxy)pyridazin-3-yl)-5-(1H-pyrazol-4-yl)phenol